CN(C)CN(C)C N,N,N',N'-tetramethyldiaminomethane